C(C1=CC=CC=C1)OC=1C=CC2=C(O[C@@H](CO2)CNC(CC2=CC=NC=C2)=O)C1 N-((R)-7-Benzyloxy-2,3-dihydro-benzo[1,4]dioxin-2-ylmethyl)-2-pyridin-4-yl-acetamide